2-(1-benzyl-1H-1,2,3-triazol-4-yl)-7-(isoquinolin-4-yl)-5,7-diazaspiro[3.4]octane-6,8-dione C(C1=CC=CC=C1)N1N=NC(=C1)C1CC2(C1)NC(N(C2=O)C2=CN=CC1=CC=CC=C21)=O